C1(CC1)S(=O)(=O)NC1=NC=CC(=N1)C(C(=O)NC1=C(C=C(C=C1)C=1C=NC=C(C1)OC(C)C)F)(C)C 2-(2-(cyclopropanesulfonylamino)pyrimidin-4-yl)-N-(2-fluoro-4-(5-isopropoxypyridin-3-yl)phenyl)-2-methylpropanamide